CC(=CCC/C(=C/CC/C(=C\\CC/C(=C\\CC/C(=C\\CC/C(=C\\CC/C(=C\\CC/C(=C\\CC/C(=C\\CC/C(=C\\COP(=O)([O-])O[C@H]1[C@@H]([C@@H]([C@H](O1)COP(=O)([O-])[O-])O)O)/C)/C)/C)/C)/C)/C)/C)/C)/C)C The molecule is needed for the new reaction: trans,octacis-decaprenyl phosphate + 5-phospho-alpha-D-ribose 1-diphosphate = trans,octacis-decaprenylphospho-beta-D-ribofuranose 5-phosphate + diphosphate It is a conjugate base of a trans,octacis-decaprenylphospho-beta-D-ribofuranose 5-phosphate.